N1=C(C(=NC=2C(=CC=CC12)[2H])[2H])[2H] quinoxaline-d3